(4-(trifluoro-methoxy)phenyl)hydrazine tert-butyl-6-[[2-(2,6-dioxo-3-piperidyl)-1,3-dioxo-isoindolin-5-yl]methyl]-2,6-diazaspiro[3.3]heptane-2-carboxylate C(C)(C)(C)OC(=O)N1CC2(C1)CN(C2)CC=2C=C1C(N(C(C1=CC2)=O)C2C(NC(CC2)=O)=O)=O.FC(OC2=CC=C(C=C2)NN)(F)F